O1C(OCC1)CCC(C(C)C)N1CC(C1)C=1C=C(C=2N(C1)C(=NN2)C)C2=C(C(=O)N(C(C)C)CC)C=C(C=C2)F 2-(6-{1-[1-(1,3-dioxolan-2-yl)-4-methylpentan-3-yl]azetidin-3-yl}-3-methyl-[1,2,4]triazolo[4,3-a]pyridin-8-yl)-N-ethyl-5-fluoro-N-(isopropyl)benzamide